OCC1OC(CC1)CO 2,5-bis(hydroxymethyl)tetra-hydrofuran